6-(3-amino-5-fluoro-6-(4-(piperazin-1-yl)phenyl)pyrazin-2-yl)-7-fluoro-3,4-dihydroisoquinolin-1(2H)-one NC=1C(=NC(=C(N1)F)C1=CC=C(C=C1)N1CCNCC1)C=1C=C2CCNC(C2=CC1F)=O